FC1=C(NC2=NN(C3=C2CN(CC3)C(C)=O)C3CCN(CC3)CCC3CCNCC3)C=CC(=C1)C=1C=NN(C1)C 1-[3-[2-fluoro-4-(1-methylpyrazol-4-yl)anilino]-1-[1-[2-(4-piperidyl)ethyl]-4-piperidyl]-6,7-dihydro-4H-pyrazolo[4,3-c]pyridin-5-yl]ethanone